C(C)(C)(C)OC(=O)N1CC2(C1)CC(C2)N2N=C(C=C2C2CC2)C2=C(C=CC(=C2)F)C 6-(5-Cyclopropyl-3-(5-fluoro-2-methylphenyl)-1H-pyrazol-1-yl)-2-azaspiro[3.3]heptane-2-carboxylic acid tert-butyl ester